3-(2,4-dimethoxybenzyl)dihydropyrimidine COC1=C(CN2CNC=CC2)C=CC(=C1)OC